COC(C1CCN(CC1)C1=CC=C(C=C1)[C@@H]1C=2C=CC(=CC2CC[C@@H]1C1=CC(=CC=C1)O)O)OC (5R,6S)-5-(4-(4-(dimethoxymethyl)piperidin-1-yl)phenyl)-6-(3-hydroxyphenyl)-5,6,7,8-tetrahydronaphthalen-2-ol